N1C(=CC=2C=NC=CC21)C2=NNC1=CC=CC=C21 3-(1h-pyrrolo[3,2-c]pyridin-2-yl)-1h-indazole